(6-(1-methoxyethyl)pyridin-3-yl)methanol COC(C)C1=CC=C(C=N1)CO